C(C)(C)(C)OC(=O)N1CC2=CC(=CC(=C2C1)Br)NCC(CO)OC 4-bromo-6-((3-hydroxy-2-methoxypropyl)amino)-isoindoline-2-carboxylic acid tert-butyl ester